5-Fluoro-6'-methyl-[3,4'-bipyridine]-2'-carboxylic acid FC=1C=C(C=NC1)C1=CC(=NC(=C1)C)C(=O)O